O1CCN(CC1)C(C1=CC=C2C=CC=NC2=C1O)C1=C(C=CC=C1)C(F)(F)F 7-(morpholino(2-(trifluoromethyl)phenyl)methyl)quinolin-8-ol